FC1=C(C=CC(=C1F)OC)C1=CC=C(C(=N1)N1C(C[C@@H](C1)C)(C)C)C(=O)NS(=O)(=O)C=1C(NC=CC1)=O 6-(2,3-Difluoro-4-methoxyphenyl)-N-[(2-oxo-1H-pyridin-3-yl)sulfonyl]-2-[(4S)-2,2,4-trimethylpyrrolidin-1-yl]pyridin-3-carboxamid